[I-].C(C1=CC=CC=C1)OC(=O)N[C@H](C(=O)N[C@H](/C=C/C=1SC=C[N+]1C)CC1=CC=CC=C1)CC1=CC=CC=C1 2-((S,E)-3-((S)-2-(((Benzyloxy)carbonyl)amino)-3-phenylpropanamido)-4-phenylbut-1-en-1-yl)-3-methylthiazol-3-ium Iodide